[3,5-bis(trifluoromethyl)phenyl]potassium borate B(O)(O)O.FC(C=1C=C(C=C(C1)C(F)(F)F)[K])(F)F